COC1=C(C=CC=C1)C1=NC(=CC2=C1NC1=CC=CC=C21)N 1-(2-methoxyphenyl)-9H-pyrido[3,4-b]indol-3-amine